N-[trans-4-{4-[8-methyl-3-(propan-2-yl)imidazo[1,2-a]pyridin-6-yl]benzenesulfonyl}cyclohexyl]-4-[(trifluoromethyl)sulfanyl]aniline CC=1C=2N(C=C(C1)C1=CC=C(C=C1)S(=O)(=O)[C@@H]1CC[C@H](CC1)NC1=CC=C(C=C1)SC(F)(F)F)C(=CN2)C(C)C